tert-butyl (3R)-3-{[5-(2-chloro-5-cyanophenyl)-1H-indazol-3-yl]carbamoyl}piperidine-1-carboxylate ClC1=C(C=C(C=C1)C#N)C=1C=C2C(=NNC2=CC1)NC(=O)[C@H]1CN(CCC1)C(=O)OC(C)(C)C